vinylphenethyl-phosphinic acid C(=C)P(O)(=O)CCC1=CC=CC=C1